triisopropoxy(vinyl)silane C(C)(C)O[Si](C=C)(OC(C)C)OC(C)C